CCCCCCCC/C=C\CCCCCCCCCCCC(=O)O[C@H](COC(=O)CCCCCCCCC/C=C\CCCCCCCC)COP(=O)([O-])OCC[N+](C)(C)C 1-(11Z-eicosenoyl)-2-(13Z-docosenoyl)-sn-glycero-3-phosphocholine